C(OCCCN1CCOCC1)(OC1=CC=C(C=C1)[N+](=O)[O-])=O 3-morpholinopropyl (4-nitrophenyl) carbonate